2-((4-Ethyl-6-methyl-2-(trifluoromethyl)pyrimidin-5-yl)sulfonyl)-6-(2-oxaspiro[3.3]heptan-6-yl)-2,6-diazaspiro[3.3]heptane C(C)C1=NC(=NC(=C1S(=O)(=O)N1CC2(C1)CN(C2)C2CC1(COC1)C2)C)C(F)(F)F